C(#N)C1=C(C=C(C=C1)NCCC1OCC2(CO1)CCN(CC2)C(=O)OC(C)(C)C)F tert-butyl 3-(2-((4-cyano-3-fluorophenyl)amino)ethyl)-2,4-dioxa-9-azaspiro[5.5]undecane-9-carboxylate